5-[(4,6-Difluoro-1H-indol-5-yl)oxy]-2-methyl-benzonitrile FC1=C2C=CNC2=CC(=C1OC=1C=CC(=C(C#N)C1)C)F